OCC[C@H](C1=NC=CC=C1)NC(=O)C1=CC2=CC=CC(=C2C=C1)C1=CC=C(C=C1)C(F)(F)F (R)-N-(3-hydroxy-1-(pyridin-2-yl)propyl)-5-(4-(trifluoromethyl)phenyl)-2-naphthamide